BrC1=C2C3(C(NC2=CC(=C1)C(=O)O)=O)CC(C(C3)O)O 4'-bromo-3,4-dihydroxy-2'-oxospiro[cyclopentane-1,3'-indoline]-6'-carboxylic acid